N-(1-(5-(3-cyano-6-(2-hydroxy-2-methyl-propoxy)pyrazolo[1,5-a]pyridin-4-yl)pyridin-2-yl)-4-methylpiperidin-4-yl)-3,5-difluoro-2-methoxybenzamide C(#N)C=1C=NN2C1C(=CC(=C2)OCC(C)(C)O)C=2C=CC(=NC2)N2CCC(CC2)(C)NC(C2=C(C(=CC(=C2)F)F)OC)=O